N-benzyl-N-(1-phenylethyl)-benzenesulfinamide C(C1=CC=CC=C1)N(S(=O)C1=CC=CC=C1)C(C)C1=CC=CC=C1